sec-hexylphosphinate C(C)(CCCC)P([O-])=O